6-(bromomethyl)-4-chloroquinoline BrCC=1C=C2C(=CC=NC2=CC1)Cl